((3-hydroxypyrrolidin-1-yl)methyl)thieno[2,3-b]pyridine-2-carboxamide OC1CN(CC1)CC1=C(SC2=NC=CC=C21)C(=O)N